C1(=C(C=CC=C1)C(C)(C)N)C(C)(C)N 2,2'-(1,2-phenylene)bis(propan-2-amine)